OC1(CCN(CC1)C1=NC=CC(=N1)NC=1N=CC2=C(C=CC(=C2C1)C(C)(C)NC(C=C)=O)N1C([C@@H]([C@H]1C)CS(=O)(=O)C)(C)C)C N-(2-(3-((2-(4-hydroxy-4-methylpiperidin-1-yl)pyrimidin-4-yl)amino)-8-((3R,4R)-2,2,4-trimethyl-3-((methylsulfonyl)methyl)azetidin-1-yl)isoquinolin-5-yl)propan-2-yl)acrylamide